C(#C)C=1C(=CC=C2C=C(C=C(C12)C1=C(C=2N=C(N=C(C2C=N1)N1C[C@@](CCC1)(O)C)OCC1(CC1)CN1CCNCC1)F)OCOC)F (R)-1-(7-(8-ethynyl-7-fluoro-3-(methoxymethoxy)naphthalen-1-yl)-8-fluoro-2-((1-(piperazin-1-ylmethyl)cyclopropyl)methoxy)pyrido[4,3-d]pyrimidin-4-yl)-3-methylpiperidin-3-ol